FC1=CC=C(C=C1)C1=NC2=CC(=CC=C2C=C1)C(=C(C#N)C#N)O 2-((2-(4-fluorophenyl)quinolin-7-yl)(hydroxy)methylene)malononitrile